ethyl-N-[2-(piperidin-4-yl)propan-2-yl]acetamide hydrochloride Cl.C(C)CC(=O)NC(C)(C)C1CCNCC1